2,3-dimethyl-2,3-bis(p-methylphenyl)butane methyl-2-(trifluoromethyl)-5,6-dihydro-4H-cyclopenta[b]thiophene-3-carboxylate COC(=O)C=1C2=C(SC1C(F)(F)F)CCC2.CC(C)(C(C)(C2=CC=C(C=C2)C)C)C2=CC=C(C=C2)C